3,3-difluorocyclobutane hydrochloride Cl.FC1(CCC1)F